2-(2-fluoro-4-(2-((5-methyl-4-(1-methyl-6-oxo-1,6-dihydropyridin-3-yl)thiazol-2-yl)amino)-2-oxoethyl)phenoxy)pyridine-3-carboxamide FC1=C(OC2=NC=CC=C2C(=O)N)C=CC(=C1)CC(=O)NC=1SC(=C(N1)C1=CN(C(C=C1)=O)C)C